C1OC[C@@H]2[C@H]1CN(C2)C=2C=CC(=NC2)NC2=CC(=NC=1C=CNC(C21)=O)C2=C(C=C(C=C2)NC(=O)C2CCCCC2)F N-[4-[4-[[5-[(3aR,6aS)-1,3,3a,4,6,6a-hexahydro-furo[3,4-c]pyrrol-5-yl]-2-pyridyl]amino]-5-oxo-6H-1,6-naphthyridin-2-yl]-3-fluoro-phenyl]cyclohexane-carboxamide